2,3,3-trimethyl-1-Butene CC(=C)C(C)(C)C